4-(4-(cyclopropylamino)piperidin-1-yl)-N-(7-((1,1-dioxidoisothiazolidin-2-yl)methyl)-2-methyl-2H-indazol-5-yl)-2-methyl-2H-indazole-7-carboxamide hydrochloride Cl.C1(CC1)NC1CCN(CC1)C=1C2=CN(N=C2C(=CC1)C(=O)NC1=CC2=CN(N=C2C(=C1)CN1S(CCC1)(=O)=O)C)C